FC1(CC(C1)NS(=O)(=O)C1=CC=C(O1)C(=O)O[Li])F [5-[(3,3-difluorocyclobutyl)sulfamoyl]furan-2-carbonyl]oxylithium